C1=CC=C(C=2OC3=C(C21)C=CC=C3)N(C3=CC=C2C=CC=1C(=CC=C4C=CC3=C2C14)N(C1=CC=CC=C1)C1=CC=CC4=C1OC1=C4C=CC=C1)C1=CC=CC=C1 N,N'-bis(dibenzofuran-4-yl)-N,N'-diphenyl-pyrene-1,6-diamine